(R)-4-methyl-6-(4-((3-(4-methyl-1-oxo-1,3-dihydroisobenzofuran-5-yl)-5-oxopiperazin-1-yl)methyl)-1H-pyrazol-1-yl)pyridine-3-carbonitrile CC1=C(C=NC(=C1)N1N=CC(=C1)CN1C[C@H](NC(C1)=O)C=1C(=C2COC(C2=CC1)=O)C)C#N